N-(3-(N-(2-chlorophenyl)sulfamoyl)phenyl)-4,5-dimethylthiophene-2-carboxamide ClC1=C(C=CC=C1)NS(=O)(=O)C=1C=C(C=CC1)NC(=O)C=1SC(=C(C1)C)C